(4-(2-methyl-1H-pyrrol-1-yl)phenyl)methylamine CC=1N(C=CC1)C1=CC=C(C=C1)CN